2-(perfluorophenyl)acetonitrile FC1=C(C(=C(C(=C1F)F)F)F)CC#N